O=C1NC(CCC1N1C(N(C2=C1C=CC(=C2)CCCCCN(C)CC2=CC=C(C=C2)NC(OC(C)(C)C)=O)C)=O)=O tert-butyl N-[4-[[5-[1-(2,6-dioxo-3-piperidyl)-3-methyl-2-oxo-benzimidazol-5-yl] pentyl-methyl-amino]methyl]phenyl]carbamate